ClC1=C(C(=C(N=N1)NC1C[C@@H]2[C@@H](CN(C2)C(=O)OC(C)(C)C)C1)C#N)C tert-butyl (3aR,5s,6aS)-5-((6-chloro-4-cyano-5-methylpyridazin-3-yl)amino)hexahydrocyclopenta[c]pyrrole-2(1H)-carboxylate